1-(4-bromophenyl)-4-(((2-hydroxyethyl)amino)methyl)piperidin-4-ol BrC1=CC=C(C=C1)N1CCC(CC1)(O)CNCCO